4-fluoro-2,6-dichloroaniline FC1=CC(=C(N)C(=C1)Cl)Cl